3-(2-chloro-5-fluorophenyl)-6-(1-cyclopropyl-1H-pyrazol-4-yl)-1-(ethoxyimino)isoindol ClC1=C(C=C(C=C1)F)C1=NC(C2=CC(=CC=C12)C=1C=NN(C1)C1CC1)=NOCC